(S)-1-amino-2-(1-(3-methylbut-2-enoyl)pyrrolidin-2-yl)-4-(4-(pyridin-2-ylcarbamoyl)phenyl)-1H-imidazole-5-carboxamide NN1C(=NC(=C1C(=O)N)C1=CC=C(C=C1)C(NC1=NC=CC=C1)=O)[C@H]1N(CCC1)C(C=C(C)C)=O